Methyl (2R)-2-[3-(dimethylamino)propanamido]-4-({(3S)-3-[3-(dimethyl-amino) propanamido]-4-methoxy-4-oxobutyl}disulfanyl)butanoate CN(CCC(=O)N[C@@H](C(=O)OC)CCSSCC[C@@H](C(=O)OC)NC(CCN(C)C)=O)C